BrC1=CC=C(C=2C(=CNC12)C#N)C#N 7-bromo-1H-indole-3,4-dinitrile